ClC=1C=C2C(=NC(=NC2=C(C1C1=C2C=NNC2=CC=C1C)F)N1CC(C1)N(C)C)N1CC2(CN(C2)C(C=C)=O)CC1 (S)-1-(6-(6-chloro-2-(3-(dimethylamino)azetidin-1-yl)-8-fluoro-7-(5-methyl-1H-indazol-4-yl)quinazolin-4-yl)-2,6-diazaspiro[3.4]Oct-2-yl)prop-2-en-1-one